5-[(6-methylpyridin-3-yl)amino]-2-{6-[(3R)-3-(propan-2-yl)piperazin-1-yl]pyridazin-3-yl}pyridin-3-ol dihydrochloride Cl.Cl.CC1=CC=C(C=N1)NC=1C=C(C(=NC1)C=1N=NC(=CC1)N1C[C@H](NCC1)C(C)C)O